7-[4-(2,3-dihydroxypropoxy)-phenyl]-5-phenyl-3,5-dihydropyrrolo[3,2-d]pyrimidin-4-one OC(COC1=CC=C(C=C1)C1=CN(C2=C1N=CNC2=O)C2=CC=CC=C2)CO